C(C)(C)N(C(C)C)CC=1C=C(C(=O)OC)C=CC1C1=CC(=NC=C1F)OC methyl 3-((diisopropylamino)methyl)-4-(5-fluoro-2-methoxypyridin-4-yl)benzoate